C(#N)C1(CCN(CC1)C(=O)OC(C)(C)C)CC=1C=NC(=CC1)C tert-butyl 4-cyano-4-((6-methylpyridin-3-yl)methyl)piperidine-1-carboxylate